ClC=1C(=CC(=NC1)OC)[C@H](C(=O)N1C[C@H](CC1)NC1=NC(=C(C=C1)C1=NN2C(C=CC=C2)=N1)C)C (2R)-2-(5-chloro-2-methoxypyridin-4-yl)-1-[(3S)-3-{[6-methyl-5-([1,2,4]triazolo[1,5-a]pyridin-2-yl)pyridin-2-yl]amino}pyrrolidin-1-yl]propan-1-one